3-(7-(difluoromethyl)-6-(1-methyl-1H-pyrazol-4-yl)-3,4-dihydroquinolin-1(2H)-yl)-1-(tetrahydro-2H-pyran-4-yl)-1H-indazole-5-carboxylic acid FC(C1=C(C=C2CCCN(C2=C1)C1=NN(C2=CC=C(C=C12)C(=O)O)C1CCOCC1)C=1C=NN(C1)C)F